C(\C(\C)=C/C(=O)[O-])(=O)[O-].[Zn+2] zinc citraconate